Racemic-1-[(4-fluorophenyl)-methyl-carbamoyl]-4-[2-(N-[4-oxaspiro[2.5]octan-7-yl]anilino)-2-oxo-ethyl]piperidine-4-carboxylic acid FC1=CC=C(C=C1)N(C(=O)N1CCC(CC1)(C(=O)O)CC(=O)N(C1=CC=CC=C1)[C@@H]1CCOC2(CC2)C1)C |r|